[C@H]12CN(C[C@H](CC1)N2)C=2C1=C(N=C(N2)OCC23CCCN3CC(C2)F)C(=C(N=C1)C1=C2C=NNC2=CC(=C1)C)F 4-((1R,5S)-3,8-diazabicyclo[3.2.1]octan-3-yl)-8-fluoro-2-((2-fluorotetrahydro-1H-pyrrolizin-7a(5H)-yl)methoxy)-7-(6-methyl-1H-indazol-4-yl)pyrido[4,3-d]pyrimidine